5-[(2,2-dimethylpropanoylamino)methyl]-2-(trifluoromethyl)benzoic acid CC(C(=O)NCC=1C=CC(=C(C(=O)O)C1)C(F)(F)F)(C)C